(5-carboxy-4-chloro-1,3-thiazol-2-yl)carbamic acid tert-butyl ester C(C)(C)(C)OC(NC=1SC(=C(N1)Cl)C(=O)O)=O